5-(5-chloro-2-(4-(trifluoromethoxy)phenoxy)-4-(trifluoromethyl)benzoylamino)pyrimidine-1-oxide ClC=1C(=CC(=C(C(=O)NC=2C=NC=[N+](C2)[O-])C1)OC1=CC=C(C=C1)OC(F)(F)F)C(F)(F)F